(4aR,8aS)-6-[4-[(S or R)-(3-methylsulfonylphenyl)-(4-pyridyl)methyl]piperidine-1-carbonyl]-4,4a,5,7,8,8a-hexahydropyrido[4,3-b][1,4]oxazin-3-one CS(=O)(=O)C=1C=C(C=CC1)[C@@H](C1CCN(CC1)C(=O)N1C[C@@H]2[C@@H](OCC(N2)=O)CC1)C1=CC=NC=C1 |o1:10|